Pyranyl Acrylate C(C=C)(=O)OC1OC=CC=C1